2-chloro-3-((4-(3-isopropyl-2-(1H-pyrazolo[3,4-b]pyridin-4-yl)-1H-indol-5-yl)piperidin-1-yl)methyl)-8-methylquinoline ClC1=NC2=C(C=CC=C2C=C1CN1CCC(CC1)C=1C=C2C(=C(NC2=CC1)C1=C2C(=NC=C1)NN=C2)C(C)C)C